2-[[2-(2,6-dioxo-3-piperidyl)-1-oxo-isoindolin-4-yl]amino]-N-methyl-acetamide O=C1NC(CCC1N1C(C2=CC=CC(=C2C1)NCC(=O)NC)=O)=O